(R)-tert-butyl (1-(2-(1-ethyl-1H-indol-2-yl)-7-methoxy-1-methyl-1H-benzo[d]imidazole-5-carbonyl)piperidin-3-yl)carbamate C(C)N1C(=CC2=CC=CC=C12)C1=NC2=C(N1C)C(=CC(=C2)C(=O)N2C[C@@H](CCC2)NC(OC(C)(C)C)=O)OC